methyl 5-chloropyrrolo[1,2-a]quinazoline-2-carboxylate ClC1=NC=2N(C3=CC=CC=C13)C=C(C2)C(=O)OC